COC1=C(C(=C(C(=C1F)F)C(=O)NCC2=C(C=C(C=N2)C(F)(F)F)Cl)F)F The molecule is a benzamide resulting from the formal condensation of the carboxy group of 2,3,5,6-tetrafluoro-4-methoxybenzoic acid with the amino group of 1-[3-chloro-5-(trifluoromethyl)pyridin-2-yl]methanamine. It is a benzamide fungicide, synthesized by Shandong Sino-Agri United Biotechnology Co., Ltd (China). Used for the control of cucumber and grape downy mildew, phytophthora capsici, litchi downy blight, potato late blight, rice sheath blight, and cotton rhizoctonia solani. It has a role as an antifungal agrochemical. It is a monochloropyridine, a benzamide fungicide, an organofluorine compound, a member of benzamides and a monomethoxybenzene.